S(=O)(=O)([O-])[O-].OC[P+](CO)(CO)CO.OC[P+](CO)(CO)CO (tetrakis(hydroxymethyl))phosphonium sulfate